TETRAHYDROIMIDAZO-CHINOLIN N1CNC2CC=C3C=CC=NC3=C21